3,5-di(trifluoromethyl)pyrazole FC(C1=NNC(=C1)C(F)(F)F)(F)F